NC1=CC=C(C=C1)NC(OC(C)(C)C)=O tert-Butyl (4-aminophenyl)carbamate